8,8'-((2-(2-Methoxyethoxy)Ethyl)Azanediyl)Bis(N,N-Didecyloctanamide) COCCOCCN(CCCCCCCC(=O)N(CCCCCCCCCC)CCCCCCCCCC)CCCCCCCC(=O)N(CCCCCCCCCC)CCCCCCCCCC